3,6-diamino-9-isopropylcarbazole NC=1C=CC=2N(C3=CC=C(C=C3C2C1)N)C(C)C